1-(4-(3-bromopropyloxy)phenyl)-3-(3-bromophenyl)-2-propen-1-one BrCCCOC1=CC=C(C=C1)C(C=CC1=CC(=CC=C1)Br)=O